O=C1N(CCC(N1)=O)C=1C(=CC(=C(C(=O)O)C1)F)C 5-(2,4-dioxotetrahydropyrimidine-1(2H)-yl)-2-fluoro-4-methylbenzoic acid